N-(5-(2-hydroxypropan-2-yl)-2-(piperidin-4-yl)benzo[D]oxazol-6-yl)-6-(trifluoromethyl)pyridine-2-carboxamide OC(C)(C)C=1C(=CC2=C(N=C(O2)C2CCNCC2)C1)NC(=O)C1=NC(=CC=C1)C(F)(F)F